ClC1=CC(=C2C(=N1)N(C(=N2)C)COCC[Si](C)(C)C)NC2=C(C=CC=C2)S(=O)(=O)C 5-chloro-2-methyl-N-(2-(methylsulfonyl)phenyl)-3-((2-(trimethylsilyl)ethoxy)-methyl)-3H-imidazo[4,5-b]pyridin-7-amine